1-(3-Bromophenyl)piperidin-2-one BrC=1C=C(C=CC1)N1C(CCCC1)=O